2-(4-{5-[(7S)-7-Methyl-7-[(2R)-2-methylpyrrolidin-1-yl]-6,7,8,9-tetrahydro-5H-benzo[7]annulen-2-yl]-1H-pyrazolo[3,4-b]pyridin-3-yl}phenyl)pyridine-3-carbonitrile C[C@@]1(CCC2=C(CC1)C=C(C=C2)C=2C=C1C(=NC2)NN=C1C1=CC=C(C=C1)C1=NC=CC=C1C#N)N1[C@@H](CCC1)C